3-(7-methoxy-2-methylquinolin-3-yl)piperidine-2,6-dione COC1=CC=C2C=C(C(=NC2=C1)C)C1C(NC(CC1)=O)=O